BrC1=CC=CC=2C=3C4=C(C=CC3NC12)C=CC=C4 8-bromo-7H-benzo[c]carbazole